4-((3,8-diazabicyclo[3.2.1]octan-3-yl)-6-chloro-8-fluoro-2-(((2R,7aR)-2-fluorotetrahydro-1H-pyrrolizin-7a(5H)-yl)methoxy)quinazolin-7-yl)-5-ethyl-6-fluoronaphthalen-2-ol C12CN(CC(CC1)N2)C2=NC(=NC1=C(C(=C(C=C21)Cl)C2=CC(=CC1=CC=C(C(=C21)CC)F)O)F)OC[C@@]21CCCN1C[C@@H](C2)F